(3S,4S,5S,6R)-4,5-bis(benzyloxy)-6-((benzyloxy)methyl)tetrahydro-2H-pyran-3-yl trifluoromethanesulfonate FC(S(=O)(=O)O[C@H]1CO[C@@H]([C@@H]([C@@H]1OCC1=CC=CC=C1)OCC1=CC=CC=C1)COCC1=CC=CC=C1)(F)F